4-chloro-7-sulfonylamino-2,1,3-benzoxadiazole ClC1=CC=C(C2=NON=C21)N=S(=O)=O